4-FLUORO-2-FORMYLPYRIDINE FC1=CC(=NC=C1)C=O